COC(=O)C=1N=C(OC1)C=1C=NC=2N(C1NC1=CC(=C(C=C1)OC1=CC3=C(N(C=N3)C)C=C1)C)N=CC2 2-(7-((3-methyl-4-((1-methyl-1H-benzimidazol-5-yl)oxy)phenyl)amino)pyrazolo[1,5-a]pyrimidin-6-yl)oxazole-4-carboxylic acid methyl ester